tridecyl ethylenebis(thioglycolate) C(CC(C(=O)[O-])S)C(C(=O)OCCCCCCCCCCCCC)S